2,2'-methylenebis(6-nonyl-4-methylphenol) C(C1=C(C(=CC(=C1)C)CCCCCCCCC)O)C1=C(C(=CC(=C1)C)CCCCCCCCC)O